[N+](=O)([O-])CCC(=O)[O-] 3-Nitropropionate